N-((2-fluorophenyl)(methyl)(oxo)-λ6-sulfanylidene)-4-(5-(trifluoromethyl)-1,2,4-oxadiazol-3-yl)benzamide racemic-1,1-Dimethylethyl-[(1S,2R)-2-formylcyclohexyl]carbamate CC(C)(C)N(C(O)=O)[C@@H]1[C@@H](CCCC1)C=O.FC1=C(C=CC=C1)S(=NC(C1=CC=C(C=C1)C1=NOC(=N1)C(F)(F)F)=O)(=O)C |r|